Cl.CC1(CC1)C1=NC=CC(=C1)C1=NOC(=N1)[C@H](C)N (S)-1-(3-(2-(1-methylcyclopropyl)pyridin-4-yl)-1,2,4-oxadiazol-5-yl)ethan-1-amine hydrochloride